ClC1=C(C=CC=C1)C=1N=C(SC1)NC(=O)C=1N(C2=CC=CC=C2C1)CC(=O)O 2-[2-[[4-(2-chlorophenyl)-1,3-thiazol-2-yl]carbamoyl]indol-1-yl]acetic acid